C[C@H]1CC[C@@H](N(C1)C(C(=O)NC=1C=C(C=NC1)C(=O)N)=O)C1=CC=C(C=C1)CN1CCOCC1 |r| rac-5-{2-[(2R,5S)-5-methyl-2-{4-[(Morpholin-4-yl)methyl]phenyl}Piperidin-1-Yl]-2-oxoacetamido}Pyridine-3-carboxamide